1-((3-chloro-1-((1-methyl-1H-tetrazol-5-yl)methyl)-1H-pyrrolo[2,3-b]pyridin-4-yl)methyl)-3-(4-methoxy-3-(pentyloxy)phenyl)tetrahydropyrimidin-2(1H)-one ClC1=CN(C2=NC=CC(=C21)CN2C(N(CCC2)C2=CC(=C(C=C2)OC)OCCCCC)=O)CC2=NN=NN2C